BrCCCCOC1=CC=C(C=C1)C(C=CC1=CC(=CC=C1)[N+](=O)[O-])=O 1-(4-(4-bromobutoxy)phenyl)-3-m-nitrophenyl-2-propen-1-one